ClC=1C(=NC=C(C1)NC(=O)C1=C(C(=NS1)C=1C=2N(C=CC1)N=CC2)C2CC2)C(=O)O 3-chloro-5-(4-cyclopropyl-3-{pyrazolo[1,5-a]pyridin-4-yl}-1,2-thiazole-5-amido)pyridine-2-carboxylic acid